(R)-N-((2-(6-(2-(methoxymethyl)pyrrolidin-1-yl)pyridin-2-yl)-1,6-naphthyridin-7-yl)methyl)-5-(methylsulfonyl)nicotinamide COC[C@@H]1N(CCC1)C1=CC=CC(=N1)C1=NC2=CC(=NC=C2C=C1)CNC(C1=CN=CC(=C1)S(=O)(=O)C)=O